C[C@]12[C@H]3CC[C@@]4(C(=CC[C@H]4[C@@H]3CC=C2C[C@@H](CC1)O)C=1C=NC=CC1)C (3R,8R,9S,10R,13S,14S)-10,13-dimethyl-17-(pyridin-3-yl)-2,3,4,7,8,9,10,11,12,13,14,15-dodecahydro-1H-cyclopenta[a]phenanthren-3-ol